8-methoxy-6-[7-(1-methylpyrazol-4-yl)imidazo[1,2-a]pyridin-3-yl]-3,4-dihydro-2H-isoquinolin-1-one COC=1C=C(C=C2CCNC(C12)=O)C1=CN=C2N1C=CC(=C2)C=2C=NN(C2)C